methyl-(2-fluoro-4-nitrophenyl) cyclobutane-1-carboxylate C1(CCC1)C(=O)OC1=C(C(=C(C=C1)[N+](=O)[O-])C)F